(1s,1'S)-(+)-(2,7-di-tert-butyl-9,9-dimethyl-9H-xanthene-4,5-diyl)bis((2-isopropoxyphenyl)(phenyl)phosphine) C(C)(C)(C)C1=CC=2C(C3=CC(=CC(=C3OC2C(=C1)P(C1=CC=CC=C1)C1=C(C=CC=C1)OC(C)C)P(C1=CC=CC=C1)C1=C(C=CC=C1)OC(C)C)C(C)(C)C)(C)C